2-[4-({[4-(Phenylmethoxy)phenyl]amino}carbonyl)-1,5-dimethyl-1H-pyrrol-2-yl]-4-chloro-5-methoxybenzoic acid C1(=CC=CC=C1)COC1=CC=C(C=C1)NC(=O)C=1C=C(N(C1C)C)C1=C(C(=O)O)C=C(C(=C1)Cl)OC